ClC=1C=C(C=C(C1C)OCCOC)NC(OC(C)(C)C)=O tert-butyl (3-chloro-5-(2-methoxyethoxy)-4-methylphenyl)carbamate